(S)-(4-(4-(difluoromethyl)pyrazolo[1,5-a]pyridin-2-yl)-6,7-dihydro-1H-imidazo[4,5-c]pyridin-5(4H)-yl)(5-(pyrimidin-2-yl)-1,3,4-oxadiazol-2-yl)methanone FC(C=1C=2N(C=CC1)N=C(C2)[C@H]2N(CCC1=C2N=CN1)C(=O)C=1OC(=NN1)C1=NC=CC=N1)F